4-methoxyphenyl-[4-(4-methoxyphenyl)-4,5,6,7-tetrahydrothieno[3,2-c]pyridin-5-yl]methanone COC1=CC=C(C=C1)C(=O)N1C(C2=C(CC1)SC=C2)C2=CC=C(C=C2)OC